tetrahydro-2H-pyran-2,4,5-triyl triacetate C(C)(=O)OC1OCC(C(C1)OC(C)=O)OC(C)=O